CC1(C2=C(CN(CC1)C1=CC(=C(C(=C1)C)C(C(=O)N)C(C)(C)C)C)C=CS2)C (4-(8,8-dimethyl-4,6,7,8-tetrahydro-5H-thieno[3,2-c]azepin-5-yl)-2,6-dimethylphenyl)-3,3-dimethylbutyramide